(S)-8-bromo-3-cyclopropyl-6-fluoro-2-(tetrahydrofuran-3-yl)quinazolin-4(3H)-one BrC=1C=C(C=C2C(N(C(=NC12)[C@H]1COCC1)C1CC1)=O)F